(R)-5-(((4-(3-chloro-4-(2-chloro-3-(3-(((4,4-difluorocyclohexyl)amino)methyl)-1-methyl-1H-pyrrolo[2,3-b]pyridin-6-yl)phenyl)pyridin-2-yl)-2-methoxybenzyl)amino)methyl)pyrrolidin-2-one ClC=1C(=NC=CC1C1=C(C(=CC=C1)C1=CC=C2C(=N1)N(C=C2CNC2CCC(CC2)(F)F)C)Cl)C2=CC(=C(CNC[C@H]1CCC(N1)=O)C=C2)OC